NC=1C(=NN(C1N)C(C)C)C 4,5-diamino-3-methyl-1-isopropyl-pyrazole